3-(3-(2-(6-(2,5-dimethyl-1H-pyrrol-1-yl)-4-methylpyridin-2-yl)ethyl)-2,4,5-trifluorophenyl)-N,N-dimethylProp-2-yn-1-amine CC=1N(C(=CC1)C)C1=CC(=CC(=N1)CCC=1C(=C(C=C(C1F)F)C#CCN(C)C)F)C